CNC(CC(C)C)=O N,3-dimethylbutyramide